(1s,3s)-3-(2-(trifluoromethoxy)phenyl)cyclobutyl ((2-(2,6-dioxopiperidin-3-yl)-4-fluoro-3-oxoisoindolin-5-yl)methyl)carbamate O=C1NC(CC[C@@H]1N1CC2=CC=C(C(=C2C1=O)F)CNC(OC1CC(C1)C1=C(C=CC=C1)OC(F)(F)F)=O)=O